C(C)(C)(C)OC(=O)NCCNC=1C=C(C=CC1)CS(=O)(=O)N1CCC(CC1)NC=1C=C(C=CC1)C1=C(C(=C(S1)C(=O)OC(C)(C)C)OCC(=O)OC(C)(C)C)Cl tert-butyl 5-[3-[[1-[[3-[2-(tert-butoxycarbonylamino)ethylamino]phenyl]methylsulfonyl]-4-piperidyl]amino]phenyl]-3-(2-tert-butoxy-2-oxo-ethoxy)-4-chloro-thiophene-2-carboxylate